ClC1=CC=C(OCC(=O)N[C@H]2CO[C@@H](CC2)C(=O)N2C(C3=CC=C(C=C3CC2)Cl)C)C=C1 2-(4-chlorophenoxy)-N-[(3R,6S)-6-(6-chloro-1-methyl-3,4-dihydro-1H-isoquinoline-2-carbonyl)tetrahydropyran-3-yl]acetamide